5-cyclopropyl-3-{[(cis-3-hydroxycyclobutyl)methyl]amino}pyrazine-2-carbonitrile C1(CC1)C=1N=C(C(=NC1)C#N)NC[C@@H]1C[C@@H](C1)O